NC(C1=CC=C2CNC(C2=C1)=O)C1=CC=CC=C1 6-[amino(phenyl)methyl]-2,3-dihydroisoindol-1-one